O[C@@H]1C[C@H]2[C@H](CCC3=C(O2)C=C(C=C3)C(=O)O)[C@H]1\C=C\[C@H](COCCC)O (1R,2R,3aS,10aR)-2-hydroxy-1-[(1E,3R)-3-hydroxy-4-propoxy-1-buten-1-yl]-2,3,3a,9,10,10a-hexahydro-1H-benzo[b]cyclopenta[f]oxepin-6-carboxylic acid